ClC=1C=CC=C2C=CC=C(C12)N1CCC=2C(=CC(=NC2C1)OC[C@H]1N(CCC1)C)N1C[C@@H](NCC1)CC#N 2-((S)-4-(7-(8-chloronaphthalen-1-yl)-2-(((S)-1-methylpyrrolidin-2-yl)methoxy)-5,6,7,8-tetrahydro-1,7-naphthyridin-4-yl)piperazin-2-yl)acetonitrile